N10-propargyl-5,8-dideazapteroic acid C(C#C)N(C1=CC=C(C(=O)O)C=C1)CC1=CC=C2N=C(N)NC(=O)C2=C1